isopropylamine-d C(C)(C)N[2H]